(2R,3S)-2-((Z)-3-(5,6-dichloro-2-(hydroxymethyl)-1H-benzo[d]imidazol-1-yl)-2-fluoroprop-1-enyl)piperidin-3-ol ClC1=CC2=C(N(C(=N2)CO)C/C(=C/[C@H]2NCCC[C@@H]2O)/F)C=C1Cl